F[C@@H]1CN(CC[C@@H]1O)C1=NC=CC(=N1)NC=1N=CC2=C(C=CC(=C2C1)C(C)C)N1CC(C1)CS(=O)(=O)C (3R,4S)-3-fluoro-1-[4-({8-[3-(methanesulfonylmeth-yl)azetidin-1-yl]-5-(propan-2-yl)isoquinolin-3-yl}amino)pyrimidin-2-yl]piperidin-4-ol